N[C@@H](CCC(=O)O)C(=O)O.C(C)N1CN(C=C1)C 1-ethyl-3-methyl-imidazole glutamate